N(=[N+]=[N-])CCOCC1CC(N(C1)C1=CC=C(C=C1)[N+](=O)[O-])=O 4-((2-azidoethoxy)methyl)-1-(4-nitrophenyl)pyrrolidin-2-one